C1(=CC=CC=C1)CCC1=CC(=NC=C1)CN [4-(2-phenylethyl)-2-pyridinyl]methylamine